2-((2-(trifluoromethyl)pyrimidin-5-yl)oxy)-3',6'-dihydro-[3,4'-bipyridine]-1'(2'h)-carboxylic acid tert-butyl ester C(C)(C)(C)OC(=O)N1CCC(=CC1)C=1C(=NC=CC1)OC=1C=NC(=NC1)C(F)(F)F